2-methyl-3-(4-methylenedioxyphenyl)-propanal CC(C=O)CC1=CC=C2C(=C1)OCO2